C(C)/C(/C(=O)O)=C\C1=CC(O)=C(O)C=C1.C(C=C(C)C)NC1=C2NC=NC2=NC=N1 N6-(2-isopentenyl)adenine ethyl-caffeate